4-(3-((1-Benzylpiperidin-4-yl)amino)propoxy)-7-(6-fluoropyridin-3-yl)-2H-chromen-2-one C(C1=CC=CC=C1)N1CCC(CC1)NCCCOC1=CC(OC2=CC(=CC=C12)C=1C=NC(=CC1)F)=O